(2-(3-methylphenethylamino)-4-morpholinopyrido[3,2-d]pyrimidin-7-yl)(pyridin-3-yl)methyl acetate C(C)(=O)OC(C=1C=NC=CC1)C1=CC=2N=C(N=C(C2N=C1)N1CCOCC1)NCCC1=CC(=CC=C1)C